1-(4-((5-(3,5-dimethylisoxazol-4-yl)-2-methylphenyl)((1-(2-(2,6-dioxopiperidin-3-yl)benzyl)piperidin-4-yl)methyl)amino)phenyl)cyclopropane-1-carbonitrile CC1=NOC(=C1C=1C=CC(=C(C1)N(C1=CC=C(C=C1)C1(CC1)C#N)CC1CCN(CC1)CC1=C(C=CC=C1)C1C(NC(CC1)=O)=O)C)C